C(CCCCCCCC=CCCCCCCCC)NCCNCCNCCCCCCCCCCCC 1-(9-octadecenyl)-7-dodecyl-diethylenetriamine